(S)-m-nitrobenzenesulfonic acid glycidyl ester C([C@@H]1CO1)OS(=O)(=O)C1=CC(=CC=C1)[N+](=O)[O-]